tert-butyl (1R,5S)-3-(7-(8-chloronaphthalen-1-yl)-8-fluoro-2-(2-(4-(fluorosulfonyl)benzamido)ethoxy)pyrido[4,3-d]pyrimidin-4-yl)-3,8-diazabicyclo[3.2.1]octane-8-carboxylate ClC=1C=CC=C2C=CC=C(C12)C1=C(C=2N=C(N=C(C2C=N1)N1C[C@H]2CC[C@@H](C1)N2C(=O)OC(C)(C)C)OCCNC(C2=CC=C(C=C2)S(=O)(=O)F)=O)F